(dimethyl-phenyl) phosphate P(=O)(OC1=C(C(=CC=C1)C)C)([O-])[O-]